1,3-bis-(4-nitrophenyl)acetone [N+](=O)([O-])C1=CC=C(C=C1)CC(=O)CC1=CC=C(C=C1)[N+](=O)[O-]